FC1=C(C=C(C=C1)N(C(=O)[C@H]1N(C(OC1)=O)C1=NC(=CC(=C1)C(F)(F)F)C)C)C (S)-N-(4-Fluoro-3-methylphenyl)-N-methyl-3-(6-methyl-4-(trifluoromethyl)pyridin-2-yl)-2-oxooxazolidine-4-carboxamide